4-(bromomethyl)-2,6-dimethylpiperidine-1-carboxylic acid tert-butyl ester C(C)(C)(C)OC(=O)N1C(CC(CC1C)CBr)C